[C@H]12N(C[C@H](NC1)C2)C2=CC=C1N=CC(=NC1=C2)C=2C=NN(C2)[C@@H]2C[C@H](C2)CCCNC=2C=C1C(N(C(C1=CC2)=O)C2C(NC(CC2)=O)=O)=O 5-((3-(trans-3-(4-(7-((1R,4R)-2,5-diazabicyclo[2.2.1]heptan-2-yl)quinoxalin-2-yl)-1H-pyrazol-1-yl)cyclobutyl)propyl)amino)-2-(2,6-dioxopiperidin-3-yl)isoindoline-1,3-dione